4,5-dicyano-2-(trifluoromethyl)imidazole tert-butyl-4-(2-methoxyethyl)-3,3-dimethylpiperazine-1-carboxylate C(C)(C)(C)OC(=O)N1CC(N(CC1)CCOC)(C)C.C(#N)C=1N=C(NC1C#N)C(F)(F)F